4-bromovinylcyclobutene BrC=CC1CC=C1